FC1=C(C=C(C=C1)F)C1=CC=C(N=N1)NCC1CC12CCN(CC2)CCC(C)(C)C 6-(2,5-difluorophenyl)-N-[[6-(3,3-dimethylbutyl)-6-azaspiro[2.5]octan-2-yl]methyl]pyridazin-3-amine